4-bromo-1H-indole-6-carbonitrile BrC1=C2C=CNC2=CC(=C1)C#N